C(C)C1=CC=C(C=C1)C1=CC(=C(C=C1)B(O)O)F 4'-ETHYL-3-FLUOROBIPHENYL-4-BORONIC ACID